4-(2-(2-(3-methoxyphenyl)pyrimidin-4-yl)pyrido[3,2-d]pyrimidin-4-yl)morpholine COC=1C=C(C=CC1)C1=NC=CC(=N1)C=1N=C(C2=C(N1)C=CC=N2)N2CCOCC2